C(CC)[Bi](=S)(CCC)CCC tripropyl-λ5-bismuthanethione